5-(2-(tert-butylamino)-2-oxoacetyl)-1-ethyl-N-(4-fluoro-3-methylphenyl)-2,4-dimethyl-1H-pyrrole-3-carboxamide C(C)(C)(C)NC(C(=O)C1=C(C(=C(N1CC)C)C(=O)NC1=CC(=C(C=C1)F)C)C)=O